3-(benzo[b]thiophen-2-yl)-1-(4-(diethylamino)phenyl)-4-nitrobutan-1-one S1C2=C(C=C1C(CC(=O)C1=CC=C(C=C1)N(CC)CC)C[N+](=O)[O-])C=CC=C2